2-(hydroxyphenyl)-s-triazine OC1=C(C=CC=C1)C1=NC=NC=N1